5-bromo-N-[(1R)-1-[2-fluoro-3-(trifluoromethyl)phenyl]ethyl]-2-[[(1S)-2-hydroxy-1-methyl-ethyl]amino]pyridine-3-carboxamide BrC=1C=C(C(=NC1)N[C@H](CO)C)C(=O)N[C@H](C)C1=C(C(=CC=C1)C(F)(F)F)F